5-(4-amino-1H-imidazol-1-yl)-2-(hydroxymethyl)-N-methylbenzamide NC=1N=CN(C1)C=1C=CC(=C(C(=O)NC)C1)CO